C1(=CC=C(C=C1)C[C@H](CCl)O)C1=CC=CC=C1 (R)-1-([1,1'-biphenyl]-4-yl)-3-chloro-2-propanol